N-{3-(dimethylamino)propyl}-N'-ethylcarbodiimide iodomethane salt IC.CN(CCCN=C=NCC)C